FC1(CC(C1)C1=NN(C(=C1C1(CCC1)C)NC(OCC(C)(C)F)=O)C)F 2-fluoro-2-methylpropyl (3-(3,3-difluorocyclobutyl)-1-methyl-4-(1-methylcyclobutyl)-1H-pyrazol-5-yl)carbamate